ClC1=CC=C(C=C1)C12CC3(CC(CC(C1)C3)C2)C(=O)O 3-(4-chlorophenyl)-adamantane-1-carboxylic acid